CC1CC(C2=CC(=CC=C12)C=O)C 1,3-dimethyl-2,3-dihydro-1H-indene-5-carbaldehyde